(R)-1-phenyl-propan-1-amine C1(=CC=CC=C1)[C@@H](CC)N